(2S)-2-amino-1-(3-bromo-5-chloro-7-{[(furan-2-yl)methyl]amino}thieno[3,2-b]pyridin-2-yl)propan-1-ol N[C@H](C(O)C1=C(C2=NC(=CC(=C2S1)NCC=1OC=CC1)Cl)Br)C